C(C)(=O)OCC(=O)N[C@@H]1CC[C@H](CC1)C(N(C[C@@H]1CC[C@H](CC1)C1=CC(=C(C=C1)OC)C)C1=CC(=CC=C1)C1=CN=C(S1)C1CC1)=O 2-((trans-4-((3-(2-Cyclopropylthiazol-5-yl)phenyl)((trans-4-(4-methoxy-3-methylphenyl)cyclohexyl)methyl) carbamoyl)cyclohexyl) amino)-2-oxoethyl acetate